FC=1C(=C(C=CC1F)[C@H]1[C@@H](O[C@@]([C@H]1CC)(C(F)(F)F)C)C(=O)NC1=CC(=NC=C1)C(=O)N)OC (2R,3S,4S,5S)-4-[[3-(3,4-Difluoro-2-methoxy-phenyl)-4-ethyl-5-methyl-5-(trifluoromethyl)tetrahydrofuran-2-carbonyl]amino]pyridin-2-carboxamid